3-(2,3-dichlorophenyl)-6-hydroxy-2,5-dimethylpyrimidin-4(3H)-one ClC1=C(C=CC=C1Cl)N1C(=NC(=C(C1=O)C)O)C